1-(4-((2,6-dioxopiperidin-3-yl)oxy)phenyl)piperidine-4-carboxylic acid O=C1NC(CCC1OC1=CC=C(C=C1)N1CCC(CC1)C(=O)O)=O